C(#N)C=1C=NN2C1C(=CC(=C2)OCC(C)(C)O)C=2C=CC(=NC2)N2CC1N(C(C2)C1)C([C@@H](C1=CC=C(C=C1)F)NC(OC(C)(C)C)=O)=O tert-butyl ((1R)-2-(3-(5-(3-cyano-6-(2-hydroxy-2-methylpropoxy)pyrazolo[1,5-a]pyridin-4-yl)pyridin-2-yl)-3,6-diazabicyclo[3.1.1]heptan-6-yl)-1-(4-fluorophenyl)-2-oxoethyl)carbamate